7-cyclopropyl-1-(pyrimidin-5-yl)quinazolin-2,4(1H,3H)-dione C1(CC1)C1=CC=C2C(NC(N(C2=C1)C=1C=NC=NC1)=O)=O